5-(2-(2-(3-hydroxy-4-methylphenyl)-5-methylpiperidin-1-yl)-2-oxoacetamido)Nicotinamide OC=1C=C(C=CC1C)C1N(CC(CC1)C)C(C(=O)NC=1C=NC=C(C(=O)N)C1)=O